ClCCN(C1=CC2=C(N(C(=N2)CC[C@@H](C(=O)OCC)NC([C@H](CC2=CC=C(C=C2)F)NC(=O)OC(C)(C)C)=O)C)C=C1)CCCl Ethyl (2S)-4-[5-[bis(2-chloroethyl)amino]-1-methyl-benzimidazol-2-yl]-2-[[(2S)-2-(tert-butoxycarbonylamino)-3-(4-fluorophenyl)propanoyl]amino]butanoate